(R)-4-(3-(2-bromophenyl)piperazin-1-yl)-6-isopropyl-N-methylpyrimidin-2-amine BrC1=C(C=CC=C1)[C@@H]1CN(CCN1)C1=NC(=NC(=C1)C(C)C)NC